COC=1SC2=C(N1)C(=CC=C2N2C[C@@H](N([C@H](C2)C)C(=O)OC(C)(C)C)C)C(NC2=CN(C(C=C2)=O)C)=O tert-butyl (2S,6S)-4-[2-methoxy-4-[(1-methyl-6-oxo-3-pyridyl)carbamoyl]-1,3-benzothiazol-7-yl]-2,6-dimethyl-piperazine-1-carboxylate